N1(CCCC1)C(=O)C1=CC=C(S1)NC(=O)[C@H]1NCCC1 (S)-N-(5-(pyrrolidine-1-carbonyl)thiophen-2-yl)pyrrolidine-2-carboxamide